6-isopropoxy-2-(1-methyl-2-oxabicyclo[2.1.1]hex-4-yl)-2H-indazole-5-carboxylic acid phenyl ester C1(=CC=CC=C1)OC(=O)C1=CC2=CN(N=C2C=C1OC(C)C)C12COC(C1)(C2)C